C12CCCC=C2CCCC1 bicyclo(4.4.0)dec-5-ene